tert-butyl (4-methyl-5-(tributylstannyl)thiazol-2-yl)carbamate CC=1N=C(SC1[Sn](CCCC)(CCCC)CCCC)NC(OC(C)(C)C)=O